C(C)(=O)N1CCN(CC1)C=1C(=NC2=CC(=CC(=C2N1)[C@@H](C)NC1=C(C(=O)O)C=CC=C1)C)C#N (R)-2-((1-(3-(4-acetylpiperazin-1-yl)-2-cyano-7-methylquinoxalin-5-yl)-ethyl)amino)benzoic acid